2,3,4,6-tetraacetyl-α-D-glucopyranosyl bromide C(C)(=O)[C@@]1([C@H](O[C@@H]([C@]([C@@]1(O)C(C)=O)(O)C(C)=O)C(O)C(C)=O)Br)O